FC=1C(=NC(=NC1)NC1=CC(=C(C=C1)F)C1(CC1)S(=O)(=O)C)C=1C=C2C(CN(CC2=CC1)C)(C)C 6-(5-Fluoro-2-((4-fluoro-3-(1-(methylsulfonyl)cyclopropyl)phenyl)amino)pyrimidin-4-yl)-2,4,4-Trimethyl-3,4-dihydroisoquinolin